4-(3-amino-propylamino)-4-(2-dimethylamino-ethylcarbamoyl)-butylcarbamic acid NCCCNC(CCCNC(O)=O)C(NCCN(C)C)=O